Methyl (2S)-1-[(2-{(S)-[(3-ethylisoxazole-4-carbonyl)amino](4-methylcyclohexyl)-methyl}-4-fluoro-1H-benzimidazol-5-yl)methyl]pyrrolidine-2-carboxylate C(C)C1=NOC=C1C(=O)N[C@H](C1=NC2=C(N1)C=CC(=C2F)CN2[C@@H](CCC2)C(=O)OC)C2CCC(CC2)C